C(C)(=O)OC(C)C sec-propyl acetate